N-(2,6-dichlorophenyl)-2-{[3-methyl-4-(1-methylpiperidin-4-yl)phenyl]amino}-4-(2,2,2-trifluoroethoxy)pyrimidine-5-carboxamide ClC1=C(C(=CC=C1)Cl)NC(=O)C=1C(=NC(=NC1)NC1=CC(=C(C=C1)C1CCN(CC1)C)C)OCC(F)(F)F